OC(CC1=NSC(=N1)NC(=O)C1=COC(=C1)C1=CC(=CC=C1)OC)C N-(3-(2-hydroxypropyl)-1,2,4-thiadiazol-5-yl)-5-(3-methoxyphenyl)furan-3-carboxamide